Ethyl (S)-3-((R)-2-hydroxypent-4-enamido)-3-(4,4',5-trifluoro-2'-(hex-5-en-1-yl)-6'-methyl-[1,1'-biphenyl]-3-yl)propanoate O[C@@H](C(=O)N[C@@H](CC(=O)OCC)C=1C=C(C=C(C1F)F)C1=C(C=C(C=C1C)F)CCCCC=C)CC=C